BrC1=C(C=CC(=C1C)F)C 2-Bromo-4-fluoro-1,3-dimethylbenzene